CSC=1N=CC=2C(N1)=NC(CC2)=O 2-(methylsulfanyl)pyrido[2,3-d]pyrimidin-7-one